N1=C(N=CC2=CC=CC=C12)NC1CCC(CC1)N(C(C)=O)C1=CC=C(C=C1)C=1C=CC(=NC1)OCC1CCN(CC1)CC(=O)O 2-(4-(((5-(4-(N-((1r,4r)-4-(quinazolin-2-ylamino)cyclohexyl)acetamido)phenyl)pyridin-2-yl)oxy)methyl)piperidin-1-yl)acetic acid